FC(C(=O)NC=1C=C(C=C(C1)C(F)(F)F)NC(=O)[N-]C1=C[N+](=NO1)CC1=NC=CC=C1)(CN1CCCC1)F ((3-(2,2-Difluoro-3-(pyrrolidin-1-yl)propanamido)-5-(trifluoromethyl)phenyl)-carbamoyl)(3-(pyridin-2-ylmethyl)-1,2,3-oxadiazol-3-ium-5-yl)amide